C(CCCCCCC\C=C/CCCC)(=O)OC methyl (Z)-9-tetradecenoate